BrC1=C(N=C2N1CCC2)C2=NC(=CC=C2)C 3-bromo-2-(6-methylpyridin-2-yl)-6,7-dihydro-5H-pyrrolo[1,2-a]imidazole